NC1=NNC(=C1)N 3,5-diaminopyrazole